C[C@](C=C)(CC\C=C(\CCC=C(C)C)/C)O (R,E)-3,7,11-trimethyldodeca-1,6,10-trien-3-ol